OCC1=CN=C(S1)NC1=CC=C2C(C=C(N(C2=C1)C)C(F)(F)F)=O 7-((5-(hydroxymethyl)-1,3-thiazol-2-yl)amino)-1-methyl-2-(trifluoromethyl)-1,4-dihydroquinolin-4-one